4-(dimethylamino)-2-methylbenzoic acid CN(C1=CC(=C(C(=O)O)C=C1)C)C